[Na+].P(=O)([O-])([O-])OCCCCCCCCCCCCCCCCCC.[Na+] octadecyl alcohol phosphate sodium salt